C(C)(C)(C)N1C=C(C2=CC=CC=C12)C[C@@H](C(=O)N[C@H](C(=O)O)CCC(C)(C)C)NC(C)=O (2S)-2-[(2S)-3-(1-tert-butyl-1H-indol-3-yl)-2-acetamidopropanamido]-5,5-dimethylhexanoic acid